FC1=C2CCC(C2=CC=C1)C(=O)OC methyl 4-fluoroindane-1-carboxylate